FC1=CC=C(C=C1)[C@H]1[C@@H](C1)NCC[C@@H](C(=O)N1CCN(CC1)S(=O)(=O)C)NC(=O)C=1C=C(C=CC1)C1=CC=CC=C1 N-((S)-4-((1R,2S)-2-(4-fluorophenyl)cyclopropylamino)-1-(4-(methylsulfonyl)piperazin-1-yl)-1-oxobutan-2-yl)biphenyl-3-carboxamide